C(C1=CC=CC=C1)NC(=O)C12N=CC3C(C1N(CC2C3)CC3=CC(=C(C=C3)Cl)Cl)CC(C)C N-benzyl-1-(3,4-dichlorobenzyl)-7-isobutyl-1,2,3,6,7,7a-hexahydro-3aH-3,6-methanopyrrolo[3,2-b]pyridine-3a-carboxamide